methyl (2R,7aS)-2-((tert-butyldiphenylsilyl)oxy)-6-methylenetetrahydro-1H-pyrrolizine-7a(5H)-carboxylate [Si](C1=CC=CC=C1)(C1=CC=CC=C1)(C(C)(C)C)O[C@@H]1C[C@@]2(CC(CN2C1)=C)C(=O)OC